N2-(3-Morpholin-4-yl-propyl)-pyridine-2,3-diamine N1(CCOCC1)CCCNC1=NC=CC=C1N